1,3-dichloro-5-(1-trifluoromethyl-vinyl)-benzene ClC1=CC(=CC(=C1)C(=C)C(F)(F)F)Cl